8-chloro-6-(((1-(1-(difluoromethyl)cyclopropyl)-1H-1,2,3-triazol-4-yl)(2-fluoropyridin-3-yl)methyl-d)amino)-4-(neopentylamino)quinoline-3-carbonitrile ClC=1C=C(C=C2C(=C(C=NC12)C#N)NCC(C)(C)C)NC([2H])(C=1C(=NC=CC1)F)C=1N=NN(C1)C1(CC1)C(F)F